4-(5-(tert-butoxy)pyrimidin-2-yl)-N-(3-chloro-5-(methylsulfonyl)phenyl)-5-methylthiophene-2-carboxamide C(C)(C)(C)OC=1C=NC(=NC1)C=1C=C(SC1C)C(=O)NC1=CC(=CC(=C1)S(=O)(=O)C)Cl